5,7-dichloro-1,2,3,4-tetrahydroacridine-9-amine hydrochloride Cl.ClC1=C2N=C3CCCCC3=C(C2=CC(=C1)Cl)N